(S)-1-(2-((2-(6-methoxynaphthalen-2-yl)propyl)amino)-1H-benzo[d]imidazol-1-yl)butan-1-one COC=1C=C2C=CC(=CC2=CC1)[C@@H](CNC1=NC2=C(N1C(CCC)=O)C=CC=C2)C